C(CCCCCCC)(=O)O.C(CCCCCCC)(=O)O.C(CCCCCCC)(=O)O.OCC(O)CO.OCC(O)CO diglycerin tricaprylate